FC1=CCS(OCC1)(=O)=O 5-fluoro-6,7-dihydro-3H-oxathiepine 2,2-dioxide